Ethyl 6-chloro-5-methoxynicotinate ClC1=NC=C(C(=O)OCC)C=C1OC